C(C)(C)(C)C=1C=CC=2N(C3=CC=C(C=C3C2C1)C(C)(C)C)C1=CC(=C(C=C1)O)C1=NC=CC=C1 4-(3,6-di-tert-butyl-9H-carbazol-9-yl)-2-(pyridin-2-yl)phenol